tert-butyl (R)-2-benzylpiperazine-1-carboxylate C(C1=CC=CC=C1)[C@H]1N(CCNC1)C(=O)OC(C)(C)C